C1=C(C=CC2=CC=CC=C12)C1=NC(=NC(=N1)C1=CC2=CC=CC=C2C=C1)C1=CC=C(C=C1)C=1C(NC2=CC=CC=C2C1)=O 3-[4-(4,6-di-2-naphthalenyl-1,3,5-triazin-2-yl)phenyl]-quinolone